4'-(4-bromo-tolyl)-2,2':6',2''-terpyridine BrC1=CC(=C(C=C1)C)C1=CC(=NC(=C1)C1=NC=CC=C1)C1=NC=CC=C1